3-(2-propionamidopyridin-4-yl)-7-oxabicyclo[2.2.1]heptane-2-carboxamide C(CC)(=O)NC1=NC=CC(=C1)C1C(C2CCC1O2)C(=O)N